C1(CC1)C1(C=C(C(N(C1)CC1=CC(=CC=C1)OCCN(C)C)=O)C(=O)NC)C(=O)N 5-cyclopropyl-1-(3-(2-(dimethylamino)ethoxy)benzyl)-N3-methyl-2-oxo-1,2-dihydropyridine-3,5-dicarboxamide